3-((3-(2-(4-fluorophenyl)-5-nitropyridin-4-yl)-1H-pyrazol-1-yl)methyl)-N-methylbenzamide FC1=CC=C(C=C1)C1=NC=C(C(=C1)C1=NN(C=C1)CC=1C=C(C(=O)NC)C=CC1)[N+](=O)[O-]